propargyl-biphenyl C(C#C)C1=C(C=CC=C1)C1=CC=CC=C1